4-fluoro-2-aminobenzamide FC1=CC(=C(C(=O)N)C=C1)N